S(=O)(=O)(ON1[C@@H]2CC[C@H](N(C1=O)C2)COC(F)(F)F)O (2S,5R)-7-oxo-2-[(trifluoromethoxy)methyl]-1,6-diazabicyclo[3.2.1]octan-6-yl hydrogen sulfate